ClC1=C(C=CC(=C1)F)CC(=O)NC1=CC(=C(C=C1)COC1=CC=C(C=C1)C#N)S(N)(=O)=O 2-(2-chloro-4-fluorophenyl)-N-(4-((4-cyanophenoxy)methyl)-3-sulfamoylphenyl)acetamide